N-[7-morpholino-5-[4-[[5-[4-(oxetan-3-yl)piperazin-1-yl]pyrimidin-2-yl]amino]cyclohexoxy]-1,6-naphthyridin-3-yl]methanesulfonamide O1CCN(CC1)C1=NC(=C2C=C(C=NC2=C1)NS(=O)(=O)C)OC1CCC(CC1)NC1=NC=C(C=N1)N1CCN(CC1)C1COC1